(S)-9-(4-(4-(aminomethyl)-1-oxo-1,2-dihydrophthalazin-6-yl)-1-(methyl-d3)-1H-pyrazol-5-yl)-8-fluoro-1,2,4a,5-tetrahydro-4H-benzo[b][1,4]oxazino[4,3-d][1,4]oxazine-10-carbonitrile NCC1=NNC(C2=CC=C(C=C12)C=1C=NN(C1C1=C(C2=C(OC[C@H]3N2CCOC3)C=C1F)C#N)C([2H])([2H])[2H])=O